BrC=1C=C(C=O)C=C(C1OCOC)F 3-bromo-5-fluoro-4-(methoxymethyloxy)benzaldehyde